C1(CC1)C=1C=NC(=NC1)N1C2CN(C(C1)C2)C(CCOC[C@H](C)NC2=C(C(NN=C2)=O)C(F)(F)F)=O 5-(((2S)-1-(3-(5-(5-cyclopropylpyrimidin-2-yl)-2,5-diazabicyclo[2.2.1]heptan-2-yl)-3-oxopropoxy)propan-2-yl)amino)-4-(trifluoromethyl)pyridazin-3(2H)-one